1-(4-(4-((2-fluoro-4-((2-(3-hydroxy-3-isopropylazetidin-1-yl)pyridin-4-yl)oxy)phenyl)amino)-7H-pyrrolo[2,3-d]pyrimidin-5-yl)piperidin-1-yl)prop-2-en-1-one FC1=C(C=CC(=C1)OC1=CC(=NC=C1)N1CC(C1)(C(C)C)O)NC=1C2=C(N=CN1)NC=C2C2CCN(CC2)C(C=C)=O